BrC=1C=CC2=C(N(C3=C(N=C2I)C=CC=C3)C)C1 3-bromo-11-iodo-5-methyl-5H-dibenzo[b,e][1,4]diazepine